NC1=CC2=CN(N=C2C=C1OC(F)(F)F)C1CCC(CC1)CO [4-[5-amino-6-(trifluoromethoxy)indazol-2-yl]cyclohexyl]methanol